CC1=CC(=NN1C1=NC(=CC=C1[C@@H]1NC[C@@H](C1)F)N1C=NC2=C1C=CC(=C2)NC=2N=NC(=CC2)C)C#N |r| 5-methyl-1-[6-[5-[(6-methylpyridazin-3-yl)amino]benzimidazol-1-yl]-3-[rac-(2R,4R)-4-fluoropyrrolidin-2-yl]pyridin-2-yl]pyrazole-3-carbonitrile